NC1=C(C(=NC=2N1N=C(C2C)C)NCCC2=NC(=CC=C2)CC)C#N 7-amino-5-((2-(6-ethylpyridin-2-yl)ethyl)amino)-2,3-dimethyl-pyrazolo[1,5-a]pyrimidine-6-carbonitrile